Ethyl 3-(7-{[(4R)-8-chloro-4-ethyl-1,1-dioxido-3,4-dihydro-2H-pyrido[2,3-b][1,4,5]oxathiazepin-2-yl]methyl}-1-benzothiophen-5-yl)-3-(1,4-dimethyl-1H-benzotriazol-5-yl)propanoate ClC1=CC2=C(O[C@@H](CN(S2(=O)=O)CC2=CC(=CC=3C=CSC32)C(CC(=O)OCC)C3=C(C2=C(N(N=N2)C)C=C3)C)CC)N=C1